N-(5-(2,6-Difluoro-4-methoxyphenyl)-1-methyl-2-(4-methyl-6-((3-methyloxetan-3-yl)methoxy)pyridin-2-yl)-3-oxo-2,3-dihydro-1H-pyrazol-4-yl)-4-(difluoromethoxy)benzamide FC1=C(C(=CC(=C1)OC)F)C1=C(C(N(N1C)C1=NC(=CC(=C1)C)OCC1(COC1)C)=O)NC(C1=CC=C(C=C1)OC(F)F)=O